4-(5-(5-fluoro-2-methoxypyridin-4-yl)-1H-pyrazole-3-carbonyl)-N-((1r,4r)-4-hydroxy-4-(trifluoromethyl)cyclohexyl)-4-azaspiro[2.5]octane-7-carboxamide FC=1C(=CC(=NC1)OC)C1=CC(=NN1)C(=O)N1C2(CC2)CC(CC1)C(=O)NC1CCC(CC1)(C(F)(F)F)O